2-Amino-N-{1-[8-chloro-5-(1,1-dioxidothiomorpholin-4-yl)imidazo[1,5-a]pyridin-6-yl]-2,2,2-trifluoroethyl}pyrazolo[1,5-a]pyrimidine-3-carboxamide trifluoroacetate salt FC(C(=O)O)(F)F.NC1=NN2C(N=CC=C2)=C1C(=O)NC(C(F)(F)F)C=1C=C(C=2N(C1N1CCS(CC1)(=O)=O)C=NC2)Cl